Cl.C1(=CC=CC2=CC=CC=C12)[C@@H](C)NCC1OC2=CC=CC=C2C(C1)=O ((((R)-1-(naphthalen-1-yl)ethyl)amino)methyl)chroman-4-one hydrochloride